Cl.ClCCCN(C)C 3-chloro-N,N-dimethyl-propan-1-amine hydrochloride